quercetin-ferulate O1C(=C(O)C(=O)C=2C(O)=C(C(O)=CC12)C1=CC(=C(C=C1/C=C/C(=O)[O-])OC)O)C1=CC(O)=C(O)C=C1